C1=CC=CC=2OC3=CC=CC=C3C3(C12)C1=CC=CC=C1C=1C=CC=CC13 spiro(fluorene-9,9'-xanthene)